6-Methoxy-2-(6-{4-[1-(propan-2-yl)piperidin-4-yl]-1,4-diazepan-1-yl}pyridine-2-yl)-1H-1,3-benzodiazole COC=1C=CC2=C(NC(=N2)C2=NC(=CC=C2)N2CCN(CCC2)C2CCN(CC2)C(C)C)C1